2-Chloroethyl (5-(5,8-difluoro-4-oxo-3,4-dihydrophthalazin-1-yl)-1H-benzimidazol-2-yl)carbamate FC1=C2C(NN=C(C2=C(C=C1)F)C1=CC2=C(NC(=N2)NC(OCCCl)=O)C=C1)=O